2-(5-bromopentyl)thiophene BrCCCCCC=1SC=CC1